CS(=O)(=O)C1=CC=C(C=C1)C12C(C(C1)(C2)C(=O)OC(C)C)B2OC(C(O2)(C)C)(C)C isopropyl 3-(4-(methylsulfonyl)phenyl)-2-(4,4,5,5-tetramethyl-1,3,2-dioxaborolan-2-yl)bicyclo[1.1.1]pentane-1-carboxylate